1-nitro-4-(2-methylhydrotelluro-propyl)benzene tert-Butyl-(S)-5-amino-4-(5-(((1R,2S)-2-((tert-butoxycarbonyl)amino)cyclohexyl)methyl)-4-fluoro-1-oxoisoindolin-2-yl)-5-oxopentanoate C(C)(C)(C)OC(CC[C@@H](C(=O)N)N1C(C2=CC=C(C(=C2C1)F)C[C@@H]1[C@H](CCCC1)NC(=O)OC(C)(C)C)=O)=O.[N+](=O)([O-])C1=CC=C(C=C1)CC(C[TeH])C